NC1=C(C(=NC=N1)C1=CC(=C(CNC(=O)C=2C=NN(C2)C(C)(C)C)C=C1)C)OCCN(C(C=C)=O)C N-(4-(6-amino-5-(2-(N-methylacrylamido)ethoxy)pyrimidin-4-yl)-2-methylbenzyl)-1-(tert-butyl)-1H-pyrazole-4-carboxamide